tert-butyl 4-[2-(2,6-dioxopiperidin-3-yl)-1,3-dioxoisoindol-5-yl]-3,6-dihydro-2H-pyridine-1-carboxylate O=C1NC(CCC1N1C(C2=CC=C(C=C2C1=O)C=1CCN(CC1)C(=O)OC(C)(C)C)=O)=O